ClC1=C(C=C(C(=C1)Cl)OC(C)C)NC(C(C)SC(C(=O)O)C)=O 2-((1-((2,4-dichloro-5-isopropoxyphenyl)amino)-1-oxopropan-2-yl)thio)propanoic acid